2-(1-methyl-1H-pyrazol-4-yl)-5-((trimethylsilyl)ethynyl)pyrimidine CN1N=CC(=C1)C1=NC=C(C=N1)C#C[Si](C)(C)C